C(C)(C)(C)C1N(C2(C1)CN(C2)CCOC2=CC(=C(C=C2)C=O)Cl)C(=O)OC[Sn](CCCC)(CCCC)CCCC (tributyl-stannyl)methanol tert-butyl-6-(2-(3-chloro-4-formylphenoxy)ethyl)-1,6-diazaspiro[3.3]heptane-1-carboxylate